CN1N=CC2=CC=C(C(=C12)C)CC1CC2(CN(C2)CCCC=2C=NNC(C2C)=O)C1 4-[3-[6-[(1,7-dimethylindazol-6-yl)methyl]-2-azaspiro[3.3]heptan-2-yl]propyl]-5-methyl-1H-pyridazin-6-one